((2R,3R,4R,5R)-5-(2,4-dioxo-3,4-dihydropyrimidin-1(2H)-yl)-4-fluoro-3-hydroxy-4-methyltetrahydrofuran-2-yl) methyl-phenyl-((R)-1-(2-methylbenzyloxy) propan-2-yl) phosphoramidate P(O[C@H]1O[C@H]([C@]([C@@H]1O)(C)F)N1C(NC(C=C1)=O)=O)(O[C@@H](COCC1=C(C=CC=C1)C)CC1=C(C=CC=C1)C)(=O)N